(P)-1-(5-chloro-2-methoxy-4-((trifluoromethoxy)methyl)phenyl)-N-(isoxazol-3-yl)-N-(4-methoxybenzyl)-2-oxo-1,2-dihydroquinoline-6-sulfonamide ClC=1C(=CC(=C(C1)N1C(C=CC2=CC(=CC=C12)S(=O)(=O)N(CC1=CC=C(C=C1)OC)C1=NOC=C1)=O)OC)COC(F)(F)F